diethyl-2-propenyl-methoxysilane C(C)[Si](OC)(CC=C)CC